3-[(2-Chlorophenyl)methyl]-7-(3,3-difluoropyrrolidin-1-yl)-5-propan-2-yloxytriazolo[4,5-d]pyrimidine ClC1=C(C=CC=C1)CN1N=NC2=C1N=C(N=C2N2CC(CC2)(F)F)OC(C)C